7-fluoro-3-oxoisoindolin FC=1C=CC=C2C(NCC12)=O